ClC1=C(NC2=CC=C(C(=C12)Cl)F)C(=O)N1C[C@@H]2N(CC1)C(OC2)=O (S)-7-(3,4-dichloro-5-fluoro-1H-indole-2-carbonyl)hexahydro-3H-oxazolo[3,4-a]pyrazin-3-one